N-[(2S)-1-cyclopropyl-2-(5-methyl-1,2,4-oxadiazol-3-yl)propan-2-yl]-4-(6-fluoropyridin-3-yl)-5-phenylmethoxypyridine-2-carboxamide C1(CC1)C[C@@](C)(C1=NOC(=N1)C)NC(=O)C1=NC=C(C(=C1)C=1C=NC(=CC1)F)OCC1=CC=CC=C1